C(#N)C1=CC=CC(=N1)[C@@H](CNC(CC1CCC(CC1)NS(=O)(=O)C)(C)C)O N-((1S,4s)-4-(2-(((R)-2-(6-Cyanopyridin-2-yl)-2-hydroxyethyl)amino)-2-methylpropyl)cyclohexyl)methanesulfonamide